NC1=C2C([C@]3([C@](OC4=C3C=CC(=C4)[C@H]4[C@@H](C4)C)(C2=CC=C1)O)NC(=O)C=1NC=C(C1C)S(=O)(=O)C)=O N-((4bR,9bR)-1-amino-4b-hydroxy-7-((1R,2R)-2-methylcyclopropyl)-10-oxo-4b,10-dihydro-9bH-indeno[1,2-b]benzofuran-9b-yl)-3-methyl-4-(methylsulfonyl)-1H-pyrrole-2-carboxamide